2-[4-[4-[(2,6-dioxo-3-piperidyl)amino]phenyl]-1-piperidyl]acetic acid trifluoroacetate FC(C(=O)O)(F)F.O=C1NC(CCC1NC1=CC=C(C=C1)C1CCN(CC1)CC(=O)O)=O